1-vinyl-3-ethylimidazole fluoride [F-].C(=C)N1CN(C=C1)CC